Zinc oxide magnesium [Mg+2].[O-2].[Zn+2].[O-2]